C/C(/C=C)=C\CC=C(C)C (E)-3,7-dimethyl-1,3,6-octatriene